ClC1=C(C(=C(N=N1)OC1=CC(=CC=C1)C(F)(F)F)C(=O)NCC(F)(F)C1=C(C=C(C=C1)C)C)C=1C=NC=CC1 6-chloro-N-[2-(2,4-dimethylphenyl)-2,2-difluoro-ethyl]-5-(3-pyridyl)-3-[3-(trifluoro-methyl)phenoxy]pyridazine-4-carboxamide